OC1=C(C=2C=CC(=C(C2C=C1)C=O)O)C=O 2,6-dihydroxynaphthalene-1,5-dicarboxaldehyde